C(C1=CC=CC=C1)OC1CCC(CC1)CCCNC[C@H](O)C=1C=NC=C(C1)F (R)-2-((3-((1s,4R)-4-(Benzyloxy)cyclohexyl)propyl)amino)-1-(5-fluoro-pyridin-3-yl)ethan-1-ol